N-(5-hydroxy-4-(3-(4-isopropyl-2-(4-(trifluoromethyl)phenyl)thiazol-5-yl)acryloyl)-2-methylphenyl)acetamide OC=1C(=CC(=C(C1)NC(C)=O)C)C(C=CC1=C(N=C(S1)C1=CC=C(C=C1)C(F)(F)F)C(C)C)=O